N1(CCOCC1)C1=C(C=C2NC(C(N(C2=C1)CP([O-])([O-])=O)=O)=O)C(F)(F)F [1,2,3,4-tetrahydro-7-morpholin-yl-2,3-dioxo-6-(trifluoromethyl) quinoxaline-1-yl]methylphosphonate